rac-tert-Butyl ((1S,4S,7S)-2-(5-iodo-3-methyl-4-oxo-7-((2-(trimethylsilyl)ethoxy)methyl)-4,7-dihydro-3H-pyrrolo[2,3-d]pyrimidin-2-yl)-2-azabicyclo[2.2.1]heptan-7-yl)(methyl)carbamate IC1=CN(C=2N=C(N(C(C21)=O)C)N2[C@H]1CC[C@@H](C2)[C@@H]1N(C(OC(C)(C)C)=O)C)COCC[Si](C)(C)C |r|